5-isopropoxy-2-(5-(5-isopropyl-3-(trifluoromethyl)pyridin-2-ylamino)-1,2,4-thiadiazol-3-yl)-N,N-dimethylisonicotinamide C(C)(C)OC1=CN=C(C=C1C(=O)N(C)C)C1=NSC(=N1)NC1=NC=C(C=C1C(F)(F)F)C(C)C